C(C1=CC=CC=C1)N(C)CC1CCN(CC1)C(=O)N1CC(C2=NC(=CC=C21)C)(C)C (4-((benzyl(methyl)amino)methyl)piperidin-1-yl)(3,3,5-trimethyl-2,3-dihydro-1H-pyrrolo[3,2-b]pyridin-1-yl)methanone